N1(CCCCC1)CCOC(CNCCC#N)C 2-[2-(1-piperidinyl)ethoxy]propyl-N-(2-cyanoethyl)-amine